FC(OC1=CC=C(C=N1)CC1CCC2(CN(C2)C(=O)N2C[C@H](CC2)C2=NC=NN2)CC1)F [7-[[6-(Difluoromethoxy)-3-pyridyl]methyl]-2-azaspiro[3.5]nonan-2-yl]-[(3S)-3-(1H-1,2,4-triazol-5-yl)pyrrolidin-1-yl]methanone